2-acetyl-3-ethylsulfonyl-pyridine C(C)(=O)C1=NC=CC=C1S(=O)(=O)CC